17-chloro-4,6,8,10,12,14-hexamethylheptadecyl pentyloxymethyl ether C(CCCC)OCOCCCC(CC(CC(CC(CC(CC(CCCCl)C)C)C)C)C)C